(hexadecyl)-sn-glycero-3-phosphorylcholine C(CCCCCCCCCCCCCCC)C(OP(OC[C@@H](CO)O)(=O)O)C[N+](C)(C)C